[(3S)-7-amino-3-methyl-3,5-dihydro-2H-thieno[2,3-e][1,4]dioxepin-6-yl]-(2,6-difluorophenyl)methanone NC1=C(C2=C(OC[C@@H](OC2)C)S1)C(=O)C1=C(C=CC=C1F)F